tert-Butyl-4-((((1R,5S,6R)-3-azabicyclo[3.1.0]hexan-6-yl)methyl)sulfonyl)piperazine C(C)(C)(C)N1CCN(CC1)S(=O)(=O)CC1[C@H]2CNC[C@@H]12